(5-chloro-2-(cyclopropylamino)phenyl)-6-methylpyridazine-4-carboxamide ClC=1C=CC(=C(C1)C=1N=NC(=CC1C(=O)N)C)NC1CC1